C[N+](C)(C)CCO.[Cl-] The molecule is a quaternary ammonium salt with choline cation and chloride anion. It has a role as an animal growth promotant. It is a chloride salt and a quaternary ammonium salt. It contains a choline.